C(C)C(CP(OCCCC)([O-])=O)CCCC.[Nd+3].C(CCC)OP([O-])(=O)CC(CCCC)CC.C(CCC)OP([O-])(=O)CC(CCCC)CC neodymium butyl ((2-ethylhexyl) phosphonate)